ClC1=CC=2N(ONOC2C(=N1)OC[C@@H]1[C@@H]2CC[C@H](CN1)N2C(=O)OC(C)(C)C)CC2=C(C=C(C=C2)OC)OC t-butyl (1S,2S,5R)-2-(((7-chloro-1-(2,4-dimethoxybenzyl)-2,4-dioxa-1,2,3,4-tetrahydropyrido[4,3-d]pyrimidine-5-yl)oxy)methyl)-3,8-diazabicyclo[3.2.1]octane-8-carboxylate